Cl.FC(C1(CC1)N)F 1-(difluoromethyl)cyclopropanamine hydrochloride